N-(2-(4,4-difluorocyclohexyl)-4-methoxypyridin-3-yl)-2-isopropylpyrimidine-5-carboxamide FC1(CCC(CC1)C1=NC=CC(=C1NC(=O)C=1C=NC(=NC1)C(C)C)OC)F